(benzo[d][1,3]dioxol-5-yl)-3-(3-chloro-4-fluorophenyl)-1-(1-(5,6,8,9-tetrahydro-[1,2,4]triazolo[4,3-d][1,4]oxazepin-3-yl)ethyl)urea O1COC2=C1C=CC(=C2)N(C(=O)NC2=CC(=C(C=C2)F)Cl)C(C)C2=NN=C1N2CCOCC1